FC=1C(=CC(=NC1)OC)B(O)O 5-fluoro-2-methoxypyridin-4-ylboronic acid